OCCOCC1CCN(CC1)C(=O)OCC1=CC=CC=C1 Benzyl 4-((2-hydroxyethoxy)methyl)piperidine-1-carboxylate